C1(CC1)C1=CC=C(C=C1)N1C(=NC=2C1=NC=CC2N2C[C@@H](CCC2)NC)C2=CC=C(C#N)C=C2 (R)-4-(3-(4-cyclopropylphenyl)-7-(3-(methylamino)piperidine-1-yl)-3H-imidazo[4,5-b]pyridine-2-yl)benzonitrile